N-(3-chloro-4-fluoro-phenyl)-5-[2-[[(1R)-1-cyclohexylethyl]amino]-4-methyl-thiazol-5-yl]-2-methoxy-benzenesulfonamide ClC=1C=C(C=CC1F)NS(=O)(=O)C1=C(C=CC(=C1)C1=C(N=C(S1)N[C@H](C)C1CCCCC1)C)OC